N[C@H](C(=O)NC1=C(C(=C(C=C1)Cl)Cl)C(C1=C(C=CC=C1F)F)=O)C (2S)-2-amino-N-[3,4-dichloro-2-(2,6-difluorobenzoyl)phenyl]propanamide